copper-bismuth oxide [Bi]=O.[Cu]